OCCN(CCO)CCCCCCO[Si](OC(OCCCCCCCCCCCCCCCC)CCCCCCCC1C(C1)CCCCCCCC)(C)C 3-(2-hydroxyethyl)-11,11-dimethyl-13-(7-(2-octylcyclopropyl)heptyl)-10,12,14-trioxa-3-aza-11-silatriacontan-1-ol